ClC1=C(C=CC(=C1)Cl)C1=NC(=NS1)C1CN(C1)C(=O)OC(C)(C)C tert-Butyl 3-[5-(2,4-dichlorophenyl)-1,2,4-thiadiazol-3-yl]azetidine-1-carboxylate